2-(2-hydroxy-3',5'-di-tert-butylphenyl)-5-chlorobenzotriazole OC1=C(C=C(C=C1C(C)(C)C)C(C)(C)C)N1N=C2C(=N1)C=CC(=C2)Cl